(M)-2-(4-(4-(aminomethyl)-8-methyl-1-oxo-1,2-dihydrophthalazin-6-yl)-1-methyl-1H-pyrazol-5-yl)-6-cyclopropoxy-3-fluoro-4-methylbenzonitrile NCC1=NNC(C2=C(C=C(C=C12)C=1C=NN(C1C1=C(C#N)C(=CC(=C1F)C)OC1CC1)C)C)=O